methyl (E)-3-(5-bromo-2-furyl)prop-2-enoate BrC1=CC=C(O1)/C=C/C(=O)OC